(Z)-8-benzyl-6-(4-fluoro-3-nitrophenyl)-2-(furan-2-ylmethylene)imidazo[1,2-a]Pyrazin-3(2H)-one C(C1=CC=CC=C1)C=1C=2N(C=C(N1)C1=CC(=C(C=C1)F)[N+](=O)[O-])C(/C(/N2)=C/C=2OC=CC2)=O